C(C1=CC=CC=C1)NC(CC1=NC=C(C=C1)C1=CC=C(C=C1)O)=O N-Benzyl-2-(5-(4-hydroxyphenyl)pyridin-2-yl)acetamide